3-cyclobutoxy-2-fluoro-6-methyl-4-((pyrrolidin-1-ylsulfonyl)carbamoyl)benzoic acid C1(CCC1)OC=1C(=C(C(=O)O)C(=CC1C(NS(=O)(=O)N1CCCC1)=O)C)F